1-benzeneacetamide C1(=CC=CC=C1)CC(=O)N